pyrimidopyran N1=CN=CC2=C1C=CCO2